7-(trifluoromethyl)isoquinolin FC(C1=CC=C2C=CN=CC2=C1)(F)F